C(C)(C)(C)C1=C(C2=C(N=CN=C2OC2C(CCCC2)F)S1)C1=CC(=C(C=C1)Cl)Cl 6-tert-butyl-5-(3,4-dichlorophenyl)-4-(2-fluorocyclohexyloxy)thieno[2,3-d]pyrimidine